N-(3-chloro-4-(oxazol-5-yl)phenyl)chroman-4-carboxamide ClC=1C=C(C=CC1C1=CN=CO1)NC(=O)C1CCOC2=CC=CC=C12